COC1=CC=C(C=C1)C1=NC(=CC2=C1NC1=CC=CC=C21)N 1-(4-methoxyphenyl)-9H-pyrido[3,4-b]indol-3-amine